Cl.NCC1=CC2=C(NC(N2)=O)C=C1 5-aminomethyl-1,3-dihydrobenzoimidazol-2-one HCl salt